3-Bromo-1-(4-methoxybenzyl)-5-(2,2,2-trifluoro-1-methoxyethyl)-1H-1,2,4-triazole BrC1=NN(C(=N1)C(C(F)(F)F)OC)CC1=CC=C(C=C1)OC